F[C@@H]1[C@@H](C1)C(=O)NC1=NN2C(C=C(C=C2)C=2N(N=CC2OC[C@@H]2N(CC2)C)C)=C1 (1S,2S)-2-fluoro-N-[5-[2-methyl-4-[[(2R)-1-methylazetidin-2-yl]methoxy]pyrazol-3-yl]pyrazolo[1,5-a]pyridin-2-yl]cyclopropanecarboxamide